CC=1C=C2C=CNC2=CC1C(=O)N[C@H](C)C1=CC=CC2=CC=CC=C12 (R)-5-Methyl-N-(1-(naphthalen-1-yl)ethyl)-1H-indole-6-carboxamide